ClC=1C=C(C=CC1C)NC(=O)C1CN(C2=C(O1)C=CC=C2)C2=NC(=NC(=N2)Cl)NCCCC2=CC=C(C=C2)F N-(3-chloro-4-methylphenyl)-4-(4-chloro-6-((3-(4-fluorophenyl)propyl)amino)-1,3,5-triazin-2-yl)-3,4-dihydro-2H-benzo[b][1,4]oxazine-2-carboxamide